CN(C(=O)C=1C=C(C=CC1N1CCN(CC1)C)NC(=O)C=1C(NC=CC1NC1=C(C2=C(OCCN2)N=C1)C)=O)C N-(3-(dimethylcarbamoyl)-4-(4-methylpiperazin-1-yl)phenyl)-4-((8-methyl-2,3-dihydro-1H-pyrido[2,3-b][1,4]oxazin-7-yl)amino)-2-oxo-1,2-dihydropyridine-3-carboxamide